FC1=CC2=C(N(C([C@H](CS2)NC(OC(C)(C)C)=O)=O)CC2=CC=C(C=C2)OC2=CC=CC=C2)C=C1C1=NOC(=N1)C1(OCCC1)CO tert-butyl N-[(3R)-8-fluoro-7-[5-[2-(hydroxymethyl)tetrahydrofuran-2-yl]-1,2,4-oxadiazol-3-yl]-4-oxo-5-[(4-phenoxyphenyl)methyl]-2,3-dihydro-1,5-benzothiazepin-3-yl]carbamate